N,N'-dibenzyl-ethylene-diamine C(C1=CC=CC=C1)NCCNCC1=CC=CC=C1